O1CCN(CC1)CC(C(=O)NC1=CC=2C(C=3N=C(N=CC3C2C=C1)C(F)(F)F)=O)=C 2-(morpholinomethyl)-N-(9-oxo-2-(trifluoromethyl)-9H-indeno[2,1-d]pyrimidin-7-yl)acrylamide